CC1(OCCN(C1)C(=O)C=1C=C(C=CC1)C1=CC(=C(C=C1)C)F)C (2,2-dimethylmorpholino)(3'-fluoro-4'-methyl-[1,1-biphenyl]-3-yl)methanone